3-ethyl-1,1,3,3-tetramethyldisilazane C(C)[Si](N[SiH](C)C)(C)C